IC=1C=CC(=C(N)C1)C 5-iodo-2-methylaniline